C1(CC1)C1=C(C=C(C=C1)C(NC(=O)C1N(CC(C1)F)C(CNC1=NN(N=C1)CC)=O)C1=CC=CC=C1)F N-[(4-cyclopropyl-3-fluorophenyl)(phenyl)methyl]-1-{2-[(2-ethyl-2H-1,2,3-triazol-4-yl)amino]acetyl}-4-fluoropyrrolidine-2-carboxamide